OCC1=CC(=NO1)C1=CC=C(C=C1)C1=CC(=CC(=C1)N1N=NC(=C1)C1=CC=C(C=C1)C(F)(F)F)C(=O)O 4'-(5-(Hydroxymethyl)isoxazol-3-yl)-5-(4-(4-(trifluoromethyl)phenyl)-1H-1,2,3-triazol-1-yl)-[1,1'-biphenyl]-3-carboxylic acid